N-(pyridine-4-yl)-1-(tetrahydro-2H-pyran-2-yl)-1H-indole-3-carboxamide N1=CC=C(C=C1)NC(=O)C1=CN(C2=CC=CC=C12)C1OCCCC1